para-xylylenediammonium C1(=CC=C(C=C1)C[NH3+])C[NH3+]